(5-Nitro-thiophen-2-yl)methyl-5-fluoro-2,6-dioxo-3,6-dihydropyrimidine [N+](=O)([O-])C1=CC=C(S1)CN1C(NC(C(=C1)F)=O)=O